(S)-1-((R)-2-((4-(2,6-dimethylphenyl)-6-fluoro-2-carbonyl-2H-chromen-7-yl)oxy)propionyl)piperidine-3-carboxylic acid CC1=C(C(=CC=C1)C)C1=CC(OC2=CC(=C(C=C12)F)O[C@@H](C(=O)N1C[C@H](CCC1)C(=O)O)C)=C=O